N[C@@H]1[C@H](CC(CC1)=O)C1=C(C2=NC(=CC(=C2S1)NCC=1OC=CC1)Cl)Cl (3s,4s)-4-amino-3-(3,5-dichloro-7-((furan-2-ylmethyl)amino)thieno[3,2-b]pyridin-2-yl)cyclohexan-1-one